6-[4-(Difluoromethyl)phenyl]-N-[(trans)-2-hydroxycyclopentyl]-2-(1-methyl-1H-pyrazol-4-yl)-3-oxo-2,3-dihydropyridazine-4-carboxamide FC(C1=CC=C(C=C1)C=1C=C(C(N(N1)C=1C=NN(C1)C)=O)C(=O)N[C@H]1[C@@H](CCC1)O)F